6,7-dichloro-3-(2-morpholinoethyl)-4,9-dihydro-1H-pyrrolo[3,2-h][2,1,3]benzothiadiazine 2,2-dioxide ClC=1C2=C(C3=C(CN(S(N3)(=O)=O)CCN3CCOCC3)C1)NC=C2Cl